N-[(2R)-2-(hydroxymethyl)-6-[4-(hydroxymethyl)-1-piperidyl]-2-methyl-3H-benzofuran-5-yl]pyrazolo[1,5-a]pyrimidine-3-carboxamide OC[C@@]1(OC2=C(C1)C=C(C(=C2)N2CCC(CC2)CO)NC(=O)C=2C=NN1C2N=CC=C1)C